FC(C1=CC(=C(S1)C(=O)O)OC1CCN(CC1)C(C)C)F 5-(difluoromethyl)-3-((1-isopropylpiperidin-4-yl)oxy)thiophene-2-carboxylic acid